2-(5-tert-butyl-2-hydroxy-3-prop-2-ylphenyl)benzotriazole-5-sulfonic acid C(C)(C)(C)C=1C=C(C(=C(C1)N1N=C2C(=N1)C=CC(=C2)S(=O)(=O)O)O)C(C)C